NCC1=NN=C(O1)CC(=O)N1C(CC(C1)F)C(=O)NC(C1=CC=CC=C1)C1=CC(=C(C=C1)C1CC1)F 1-{2-[5-(aminomethyl)-1,3,4-oxadiazol-2-yl]acetyl}-N-[(4-cyclopropyl-3-fluorophenyl)(phenyl)methyl]-4-fluoropyrrolidine-2-carboxamide